(4-benzhydrylpiperazin-1-yl)(pyrazin-2-yl)methanone C(C1=CC=CC=C1)(C1=CC=CC=C1)N1CCN(CC1)C(=O)C1=NC=CN=C1